(S)-5-(3-aminopyridin-4-yl)-2-((tert-butoxycarbonyl)amino)pentanoic acid NC=1C=NC=CC1CCC[C@@H](C(=O)O)NC(=O)OC(C)(C)C